BrC=1C=C(C=C(C1)Cl)NC(NC1=C(C(=O)NCCN)C=CC(=C1)F)=O 2-[3-(3-bromo-5-chlorophenyl)ureido]-4-fluoro-N-(2-amino-ethyl)benzamide